N1-(2-(bis(2-(2,3-dihydroxybenzamido)ethyl)amino)ethyl)-2,3-dihydroxy-N4-(1-((4-isothiocyanatophenyl)amino)-1-thioxo-5,8,11-trioxa-2-azatridecan-13-yl)terephthalamide OC1=C(C(=O)NCCN(CCNC(C2=C(C(=C(C(=O)NCCOCCOCCOCCNC(=S)NC3=CC=C(C=C3)N=C=S)C=C2)O)O)=O)CCNC(C2=C(C(=CC=C2)O)O)=O)C=CC=C1O